2-(((5-methylfuran-2-yl)methyl)amino)pyrimidine CC1=CC=C(O1)CNC1=NC=CC=N1